C(C)C1=CC=C(O1)C#CC1=NC(=C2N=CN(C2=N1)[C@H]1[C@@H]([C@@H]([C@@]2(C[C@H]12)C(=O)NC)O)O)NC (1S,2R,3S,4R,5S)-4-(2-((5-ethylfuran-2-yl)ethynyl)-6-(methylamino)-9H-purin-9-yl)-2,3-dihydroxy-N-methylbicyclo[3.1.0]hexane-1-carboxamide